C(N)(=O)[C@H]1N(C[C@]2(CC3(CC3)NC2=O)C1)C(=O)OC(C)(C)C t-butyl (5R,8S)-8-carbamoyl-10-oxo-7,11-diazadispiro[2.1.45.23]undecane-7-carboxylate